C(#N)CCCC[Si](F)(C)C (4-cyanobutyl)dimethyl-fluorosilane